BrC1=C(C=CC=C1)C(CCCCCNC(OC(C)(C)C)=O)C tert-butyl N-[6-(2-bromophenyl)heptyl]carbamate